2-Amino-4-(5-chloro-3-((S)-1-((S)-1-methylpyrrolidin-2-yl)ethoxy)-1-((pyridazin-3-ylmethyl)amino)-7,9-dihydrofuro[3,4-f]quinazolin-6-yl)-7-fluorobenzo[b]thiophene-3-carbonitrile NC1=C(C2=C(S1)C(=CC=C2C=2C1=C(C=3C(=NC(=NC3C2Cl)O[C@@H](C)[C@H]2N(CCC2)C)NCC=2N=NC=CC2)COC1)F)C#N